ClCCCCCCOC1=C(CBr)C=CC=C1 2-(6-chlorohexyloxy)benzyl bromide